(S,Z)-N'-((4-chlorophenyl)sulfonyl)-3-(4-fluorophenyl)-4-phenyl-N-((1s,3R)-3-sulfamoylcyclobutyl)-4,5-dihydro-1H-pyrazole-1-carboximidamide ClC1=CC=C(C=C1)S(=O)(=O)\N=C(\NC1CC(C1)S(N)(=O)=O)/N1N=C([C@H](C1)C1=CC=CC=C1)C1=CC=C(C=C1)F